[C@H]12COC[C@H](CC(C1)OC=1C(=CC(=NC1)C)C1=CC=3N(C=C1)N=C(C3)NC3=NC=CC(=C3)C(F)(F)F)N2 5-(5-(((1R,5S,7s)-3-oxa-9-azabicyclo[3.3.1]nonan-7-yl)oxy)-2-methylpyridin-4-yl)-N-(4-(trifluoromethyl)pyridin-2-yl)pyrazolo[1,5-a]pyridin-2-amine